OCC(C)NC(C=1C=C(C=CC1)NC(=O)C=1N(N=C(C1)C(F)(F)F)C1=CC(=CC=C1)C#N)C1=CC=CC=C1 2-(3-Cyano-phenyl)-5-trifluoromethyl-2H-pyrazole-3-carboxylic acid {3-[(2-hydroxy-1-methyl-ethylamino)-phenyl-methyl]-phenyl}-amide